C(N)(OC1CN(CC1)C1=C(C=CC=2N(C(=NC21)C(F)(F)F)C)C)=O (1-(1,5-dimethyl-2-(trifluoromethyl)-1H-benzo[d]imidazol-4-yl) pyrrolidin-3-yl) carbamate